FC1=C(C(=O)C2=NNC3=NC=C(C=C32)C3=CC=C(C(=O)OC[C@@H](C(=O)OC)N)C=C3)C=CC(=C1NS(=O)(=O)C)F [(2S)-2-amino-3-methoxy-3-oxopropyl] 4-[3-[2,4-difluoro-3-(methanesulfonamido)benzoyl]-1H-pyrazolo[3,4-b]pyridin-5-yl]benzoate